3,3'-Dinitrobenzidine [N+](=O)([O-])C=1C=C(C=CC1N)C1=CC(=C(N)C=C1)[N+](=O)[O-]